C1=CC(=C(C=C1CC(=O)O)Cl)O The molecule is a hydroxy monocarboxylic acid that is acetic acid in which one of the methyl hydrogens is replaced by a 3-chloro-4-hydroxyphenyl group. It is a major chlorinated metabolite of chlorotyrosine. It has a role as a mammalian metabolite. It is a hydroxy monocarboxylic acid, a member of phenols and a member of monochlorobenzenes. It derives from an acetic acid.